C(C)OC(/C(/C=O)=N/NC1=C(C=C(C=C1)Cl)Cl)=O.ClC1=C(C=CC(=C1)Cl)N\N=C(\C(=O)OCC)/C=N/O Ethyl (2E,3E)-2-[2-(2,4-dichlorophenyl)hydrazinylidene]-3-(hydroxyimino)propanoate Ethyl-(2E)-2-[2-(2,4-dichlorophenyl)hydrazinylidene]-3-oxopropanoate